(d)-2,2'-(ethane-1,2-diylbis(5-carbamoyl-4-methoxy-1H-benzo[d]imidazole-1,2-diyl))bis(5-chloro-3-fluorobenzoic acid) C(CN1C(=NC2=C1C=CC(=C2OC)C(N)=O)C2=C(C(=O)O)C=C(C=C2F)Cl)N2C(=NC1=C2C=CC(=C1OC)C(N)=O)C1=C(C(=O)O)C=C(C=C1F)Cl